C(C=C)C(C(=O)OC1CC(N(C(C1)(C)C)C)(C)C)C(=O)OC1CC(N(C(C1)(C)C)C)(C)C bis(1,2,2,6,6-pentamethyl-4-piperidyl) allylmalonate